C(CC)[N+](C)(C)CC Propylethyldimethylammonium